4-bromo-2'',5''-diphenyl-[1,1':4',1'']terphenyl BrC1=CC=C(C=C1)C1=CC=C(C=C1)C1=C(C=CC(=C1)C1=CC=CC=C1)C1=CC=CC=C1